OC1=C(C(N(CC1)CC1=NC=C(C=C1)OC1=CC=C(C=C1)C)=O)C(=O)NCC(=O)O N-[(4-hydroxy-1-{[5-(4-methylphenoxy)-2-pyridinyl]methyl}-2-oxo-1,2,5,6-tetrahydro-3-pyridinyl)carbonyl]glycine